FC=1C=C(C=CC1)NC(=O)NC1=NC2=CC(=CC=C2C=N1)NCC=1C=NC=CC1 1-(3-Fluorophenyl)-3-(7-((pyridin-3-ylmethyl)amino)quinazolin-2-yl)urea